C(C)(C)(C)C1=CC=2C(=NC(=CN2)C(CCC[C@@H](C2CC2)[C@H]2N(C(OC2)(C)C)C(=O)OC(C)(C)C)=O)N1C tert-butyl (4R)-4-[(1S)-5-(6-tert-butyl-5-methyl-pyrrolo[2,3-b]pyrazin-3-yl)-1-cyclopropyl-5-oxo-pentyl]-2,2-dimethyl-oxazolidine-3-carboxylate